4-((1R,5S)-3,8-diazabicyclo[3.2.1]octan-3-yl)-6,8-difluoro-7-(1H-indazol-3-yl)-2-(((S)-1-methylpyrrolidin-2-yl)methoxy)quinazoline [C@H]12CN(C[C@H](CC1)N2)C2=NC(=NC1=C(C(=C(C=C21)F)C2=NNC1=CC=CC=C21)F)OC[C@H]2N(CCC2)C